methyl 1-(3-fluorophenyl)cyclopropane-1-carboxylate FC=1C=C(C=CC1)C1(CC1)C(=O)OC